S(=O)(=O)(O)O.CC(C)(C)C1=CC=C(C=C1)C(CCCN1CCC(CC1)OC(C1=CC=CC=C1)C1=CC=CC=C1)=O 1-[4-(1,1-dimethylethyl)phenyl]-4-[4-(diphenylmethoxy)-1-piperidinyl]-1-butanone sulfate